5-(4-fluorophenyl)-N-(4-methoxyphenyl)-2-oxopyrrolidine-3-carboxamide FC1=CC=C(C=C1)C1CC(C(N1)=O)C(=O)NC1=CC=C(C=C1)OC